NC1=CC=C2CCC(C2=C1)N1OC(=CC1=O)C 2-(6-amino-2,3-dihydro-1H-inden-1-yl)-5-methylisoxazol-3(2H)-one